C(C)C(CN(CCC(=C)C1=CC=CC=C1)CC(CCCC)CC)CCCC 1-di-(2-ethylhexyl)amino-3-phenylbut-3-ene